CC1=CC(=CC=2OC3=CC=CC=C3C(C12)C1=C(N=C(O1)C)C1=CC=CC=C1)C 5-(1,3-Dimethyl-9H-xanthen-9-yl)-2-methyl-4-phenyloxazole